CC1(CCNCC1)NC 4-methyl-4-(methylamino)piperidine